C1(CC1)C=1N=NN(C1)[C@H](C(=O)N1[C@@H](C[C@H](C1)O)C(=O)NC[C@H]1OCC2=CC=CC=C2C1)C(C)(C)C (2S,4R)-1-[(2S)-2-(4-cyclopropyltriazol-1-yl)-3,3-dimethyl-butanoyl]-4-hydroxy-N-[[(3S)-isochroman-3-yl]methyl]pyrrolidine-2-carboxamide